(R)-3-(1-(2,4-dichlorobenzoyl)pyrrolidin-3-yl)-2-oxo-2,3-dihydro-1H-benzo[d]imidazole-5-carboxylic acid ClC1=C(C(=O)N2C[C@@H](CC2)N2C(NC3=C2C=C(C=C3)C(=O)O)=O)C=CC(=C1)Cl